C(C)(=O)OCCOC1=C(C=CC=C1C#N)C=1C=C2C(=C(C=NC2=CC1)C1=CC(=CC(=C1)F)F)N1CCC(CC1)N 2-{2-[4-(4-aminopiperidin-1-yl)-3-(3,5-difluorophenyl)quinolin-6-yl]-6-cyanophenoxy}ethyl acetate